((4-chlorophenethyl)imino)-2-phenylpropenoic acid methyl ester COC(C(=C=NCCC1=CC=C(C=C1)Cl)C1=CC=CC=C1)=O